NC(C(=O)O)CCP(=O)CO 2-amino-4-(hydroxymethyl-phosphinyl)butanoic acid